Ethyl (S)-3-(5-bromo-2-fluorophenyl)-3-(((R)-tert-butylsulfinyl)amino)propanoate BrC=1C=CC(=C(C1)[C@H](CC(=O)OCC)N[S@](=O)C(C)(C)C)F